CCCCCCCCCCCCCCCCCC(=O)OC[C@H](COP(=O)([O-])OCC[N+](C)(C)C)OC(=O)CCCC/C=C\\C/C=C\\CCCCCCCC The molecule is a phosphatidylcholine 36:2 in which the acyl groups specified at positions 1 and 2 are octadecanoyl and (6Z,9Z)-octadecadienoyl respectively. It has a role as a mouse metabolite. It derives from a (6Z,9Z)-octadecadienoic acid and an octadecanoic acid.